N-(5-(5-isobutyramido-2-(4-(4-methylpiperazin-1-yl)phenyl)-1H-pyrrolo[2,3-b]pyridin-3-yl)-2-methylphenyl)acrylamide C(C(C)C)(=O)NC=1C=C2C(=NC1)NC(=C2C=2C=CC(=C(C2)NC(C=C)=O)C)C2=CC=C(C=C2)N2CCN(CC2)C